CC1=NC=C(C=C1C)C1=NC(C(C2=CC=CC=C12)(F)F)(C)C 1-(2,3-dimethylpyridin-5-yl)-4,4-difluoro-3,3-dimethyl-3,4-dihydroisoquinoline